[(1R)-2-(7-methyl-1-benzofuran-3-yl)-1-{[(1S,8R)-11-oxatricyclo[6.2.1.02,7]undeca-2,4,6-trien-1-yl]formamido}ethyl]boron CC1=CC=CC=2C(=COC21)C[C@H](NC(=O)[C@@]21C3=CC=CC=C3[C@@H](CC2)O1)[B]